C(C)C=1C(=C(C(=O)O)C(=C(C1OC(C1=C(C(=C(C=C1C)O)C)C)=O)CC)C)C 3,5-diethyl-4-((4-hydroxy-2,3,6-trimethylbenzoyl)oxy)-2,6-dimethylbenzoic acid